1-(6-fluoro-4-phenyl-3,4-dihydroquinoxalin-1(2H)-yl)-2-(piperidin-1-yl)propan FC=1C=C2N(CCN(C2=CC1)CC(C)N1CCCCC1)C1=CC=CC=C1